C(C1=CC=CC=C1)OC1=C(C=C(C=C1)CCC)C(=O)C1=CC=CC=C1 (2-benzyloxy-5-propylphenyl)(phenyl)methanone